(((5-(trifluoromethyl)pyridin-2-yl)oxy)methyl)benzoic acid FC(C=1C=CC(=NC1)OCC1=C(C(=O)O)C=CC=C1)(F)F